ClC1=NC=C(C(=C1)N1CCC(CC1)NC(OC(C)(C)C)=O)C#CC=1C=NN(C1)C tert-Butyl (1-(2-chloro-5-((1-methyl-1H-pyrazol-4-yl)ethynyl)pyridin-4-yl)piperidin-4-yl)carbamate